CO\C=C(\C(=O)OC)/OC1=C(C=CC(=C1)C1CCC(CC1)C(F)(F)F)C methyl (Z)-3-methoxy-2-[2-methyl-5-[4-(trifluoromethyl)cyclohexyl]phenoxy]prop-2-enoate